FC1=C(C=CC=C1)C1=NC=CC(=C1)C1(NC=NC(=C1)NC1=C(C=C(C(=C1)C=1C=NN(C1)C)N1CCC(CC1)N1CCN(CC1)C)OC)N 4-(2-(2-fluorophenyl)pyridin-4-yl)-N6-(2-methoxy-5-(1-methyl-1H-pyrazol-4-yl)-4-(4-(4-methylpiperazin-1-yl)piperidin-1-yl)phenyl)pyrimidine-4,6-diamine